ClC=1C=C(C=CC1F)C1=CCCC=2N=C(SC21)NC(CN(S(O)(=O)=O)CC)=O.C(C=C)C=2C(=C(C=C(C2)C)N2N=C1C(=N2)C=CC=C1)O 2-(3'-allyl-2'-hydroxy-5'-methylphenyl)benzotriazole 2-((7-(3-chloro-4-fluorophenyl)-4,5-dihydrobenzo[d]thiazol-2-yl)amino)-2-oxoethyl-ethylsulfamate